tert-butyl 1-ethyl-3-oxo-2-[2-(trifluoromethyl)pyrimidin-5-yl]-2,8-diazaspiro[4.5]decane-8-carboxylate C(C)C1N(C(CC12CCN(CC2)C(=O)OC(C)(C)C)=O)C=2C=NC(=NC2)C(F)(F)F